O=C(CC1CC(NC1)C(=O)O)NC1=CC=C(C=C1)N1CCNCC1 4-(2-oxo-2-((4-(piperazin-1-yl)phenyl)amino)ethyl)pyrrolidine-2-carboxylic acid